ClC=1C=C(C(=O)NCC2=NC=C3C=CC(=NC3=C2)C2=NC(=CC(=C2)F)N2C[C@@H](O[C@@H](C2)C)C)C=C(C1)S(=O)(=O)C(F)F 3-chloro-5-((difluoromethyl)sulfonyl)-N-((2-(6-((2S,6R)-2,6-dimethylmorpholino)-4-fluoropyridin-2-yl)-1,6-naphthyridin-7-yl)methyl)benzamide